C1OC[C@H]2[C@@H]1CN(C2)C=2C=C(N=NC2C)C=2C(NC(NC2)=O)=O 5-[5-[(3aS,6aR)-1,3,3a,4,6,6a-hexahydrofuro[3,4-c]pyrrol-5-yl]-6-methyl-pyridazin-3-yl]-1H-pyrimidine-2,4-dione